tert-butyl 3-[5-fluoro-6-[5-fluoro-3-(methoxymethoxy)-8-(2-triisopropylsilylethynyl)-1-naphthyl]-3,4-dimethyl-2,7-naphthyridin-1-yl]-3,8-diazabicyclo[3.2.1]octane-8-carboxylate FC1=C2C(=C(N=C(C2=CN=C1C1=CC(=CC2=C(C=CC(=C12)C#C[Si](C(C)C)(C(C)C)C(C)C)F)OCOC)N1CC2CCC(C1)N2C(=O)OC(C)(C)C)C)C